C(CCCC)N1C(CCC1)=O N-Pentyl-2-pyrrolidon